4,6-dichloro-2-isopropylpyrimidin-5-ol ClC1=NC(=NC(=C1O)Cl)C(C)C